ethoxyl-amine O(CC)N